C(C)(C)C1=C(C(=CC=C1)C(C)C)N1C(N(C=C1)C1=C(C=CC=C1C(C)C)C(C)C)[Pd](Cl)Cl [1,3-bis(2,6-diisopropylphenyl)-2H-imidazol-2-yl]-dichloro-palladium